N-(4-tert-pentylcyclohexyl)-3,5-bis-[4-tert-pentylcyclohexylcarbonylamino]-benzamide C(C)(C)(CC)C1CCC(CC1)NC(C1=CC(=CC(=C1)NC(=O)C1CCC(CC1)C(C)(C)CC)NC(=O)C1CCC(CC1)C(C)(C)CC)=O